C(=O)(O)C1CC(=O)OC1 β-carboxyl-γ-butyrolactone